C(C)(C)OC(=O)C1(CC(C1)N=[N+]=[N-])C(=O)OC(C)C 3-azidocyclobutane-1,1-dicarboxylic acid diisopropyl ester